(2R,3S,5S)-4-[[5-(1,1-difluoroethyl)-3-(3,4-difluoro-2-methoxy-phenyl)-5-methyltetrahydrofuran-2-carbonyl]amino]pyridine-2-carboxamide FC(C)(F)[C@@]1(C[C@H]([C@@H](O1)C(=O)NC1=CC(=NC=C1)C(=O)N)C1=C(C(=C(C=C1)F)F)OC)C